Ethyl 2-((((4aR,6R,7R,7aR)-7-acetoxy-6-(3-carbamoyl-5-fluoro-2-oxopyrazin-1(2H)-yl)-2-oxidotetrahydro-4H-furo[3,2-d][1,3,2]dioxaphosphinin-2-yl)oxy)methyl)benzoate C(C)(=O)O[C@H]1[C@@H](O[C@H]2[C@H]1OP(OC2)(=O)OCC2=C(C(=O)OCC)C=CC=C2)N2C(C(=NC(=C2)F)C(N)=O)=O